n-ethyl-1-(4-(5-(trifluoromethyl)-1,2,4-oxadiazol-3-yl)phenyl)-1H-pyrazole-4-sulfonamide C(C)NS(=O)(=O)C=1C=NN(C1)C1=CC=C(C=C1)C1=NOC(=N1)C(F)(F)F